[Cl-].[Cl-].C(C)(C)(C)C=1C(=C(C(=C(C1)C(C)(C)C)O)N1NC(=C(C(=N1)C1=C(C(=CC(=C1O)C(C)(C)C)C(C)(C)C)O)[Ti+2])C1=C(C(=CC(=C1O)C(C)(C)C)C(C)(C)C)O)O 2,4,6-tris(3,5-di-tert-butyl-2,6-dihydroxyphenyl)triazinyl-titanium dichloride